N-(1,1-dimethylprop-2-ynyl)-4-[[2-[2-hydroxy-5-(trifluoromethyl)phenyl]acetyl]amino]pyridine-2-carboxamide CC(C#C)(C)NC(=O)C1=NC=CC(=C1)NC(CC1=C(C=CC(=C1)C(F)(F)F)O)=O